prenylazepine C(C=C(C)C)C=1NC=CC=CC1